Cl.NC(CO)(CO)CO Tromethamine HCl